CO[C@@H]1C[C@H](N(CC1)C(=O)C=1C=2C=CNC2C(=CC1OC)C)C1=CC=C(C(=O)O)C=C1 4-((2S,4S)-4-methoxy-1-(5-methoxy-7-methyl-1H-indole-4-carbonyl)piperidin-2-yl)benzoic acid